C[C@@]12CCC=3N=C(SC3C2=CC[C@H]2[C@H]3[C@](CC[C@H]12)(/C(/CC3)=N/O)C)NN3CCCCC3 (5aR,5bS,7aS,10aS,10bR,E)-5a,7a-dimethyl-2-(piperidin-1-ylamino)-4,5,5a,5b,6,7,7a,9,10,10a,10b,11-dodecahydro-8H-cyclopenta[7,8]phenanthro[2,1-d]thiazol-8-one oxime